2-(4-(8-amino-5-chloro-6-(4-methylpyridin-3-yl)isoquinolin-3-ylamino)-1H-pyrazol-1-yl)propionitrile NC=1C=C(C(=C2C=C(N=CC12)NC=1C=NN(C1)C(C#N)C)Cl)C=1C=NC=CC1C